2-nitroethylene [N+](=O)([O-])C=C